C1NCCC2CCNC=C12 octahydro-2,7-naphthyridine